tert-butyl (S)-2-(3-(4-methoxy-4-carbonyl-1-(6-((5,6,7,8-tetrahydro-1,8-naphthyridin-2-yl)methyl)-2,6-diazaspiro[3.4]octan-2-yl)butan-2-yl)phenyl)-1H-pyrrole-1-carboxylate COC(C[C@H](CN1CC2(C1)CN(CC2)CC2=NC=1NCCCC1C=C2)C=2C=C(C=CC2)C=2N(C=CC2)C(=O)OC(C)(C)C)=C=O